7-[1-(azetidin-3-ylmethyl)pyrazol-4-yl]-2-[3-(5-chloro-2,4-difluoro-phenyl)-1H-pyrazol-4-yl]-1,5-naphthyridine N1CC(C1)CN1N=CC(=C1)C1=CN=C2C=CC(=NC2=C1)C=1C(=NNC1)C1=C(C=C(C(=C1)Cl)F)F